2-(2,5-difluorophenyl)-1-(1H-1,2,4-triazole-1-yl)butan-2-ol FC1=C(C=C(C=C1)F)C(CN1N=CN=C1)(CC)O